4-(5-(3-((2-(4-ethoxy-4-oxobutanoyl)-4-fluoro-6-methoxybenzo[b]thiophen-5-yl) oxy) propoxy)-4-fluoro-6-methoxyisoindolin-2-yl)-4-oxobutanoate C(C)OC(CCC(=O)C1=CC2=C(S1)C=C(C(=C2F)OCCCOC=2C(=C1CN(CC1=CC2OC)C(CCC(=O)[O-])=O)F)OC)=O